2-chloro-1-(4-chloro-2-methoxyphenyl)ethan-1-one ClCC(=O)C1=C(C=C(C=C1)Cl)OC